N1N=CC2=CC=CC(=C12)N1C(N([C@@H](C1)C#N)C1=CN=CC2=CC=CC=C12)=O (S)-1-(1H-indazol-7-yl)-3-(isoquinolin-4-yl)-2-oxoimidazoline-4-carbonitrile